N-(2-Cyclopropyl-6-methylpyrimidin-4-yl)-4-((2-hydroxyethyl)sulfonamido)-2-(6-azaspiro[2.5]octan-6-yl)benzamide C1(CC1)C1=NC(=CC(=N1)NC(C1=C(C=C(C=C1)NS(=O)(=O)CCO)N1CCC2(CC2)CC1)=O)C